N1C=CC=2C1=NC=C(C2)OC2=C(C(=O)OC(C)(C)C)C=CC(=C2)N2CCN(CC2)CC2=C(C=CC=C2)C2=CC=C(C=C2)Cl tert-butyl 2-(1H-pyrrolo[2,3-b]pyridin-5-yloxy)-4-(4-((4'-chlorobiphenyl-2-yl)methyl)piperazin-1-yl)benzoate